3-p-nitrophenyl-1,1-dimethyl-urea [N+](=O)([O-])C1=CC=C(C=C1)NC(N(C)C)=O